CC1NCCC2=C1C1=C(N=NC(=C1)C1=C(C=CC=C1)O)N2 2-(5-methyl-6,7,8,9-tetrahydro-5H-pyrido[3',4':4,5]pyrrolo[2,3-c]pyridazin-3-yl)phenol